C1C[C@H](NC1)CO (S)-(+)-Prolinol